(S)-5-cyclopropyl-5-(3-(7-fluoro-3,4-dihydropyrazino[1,2-a]indol-2(1H)-yl)-3-oxopropyl)imidazoline-2,4-dione C1(CC1)[C@]1(C(NC(N1)=O)=O)CCC(=O)N1CC=2N(C=3C=C(C=CC3C2)F)CC1